tert-octyl alcohol C(C)(C)(CC(C)(C)C)O